cyclohexanecarboxaldehyde N-Boc imine C(=O)(OC(C)(C)C)N=CC1CCCCC1